FC=1C=C(C=CC1F)C=1C=C2C=3N(C4=NN=C(N4C3C=NC2=CC1)C)C1=CC=C(C=C1)C(C)(C#C)C 4-(3,4-difluorophenyl)-12-methyl-16-[4-(2-methylbut-3-yn-2-yl)phenyl]-8,11,13,14,16-penta-azatetracyclo[8.6.0.02,7.011,15]Hexadec-1(10),2,4,6,8,12,14-heptaene